FC1=CC=CC=2C(=NSC21)C=2CNCCC2 7-fluoro-3-(1,2,5,6-tetrahydropyridin-3-yl)benzo[d]isothiazole